Cyclopropanecarboxylic acid (6-fluoro-4-methoxy-7-morpholin-4-yl-thiazolo[4,5-c]pyridin-2-yl)-amide FC1=C(C2=C(C(=N1)OC)N=C(S2)NC(=O)C2CC2)N2CCOCC2